7-[3-{(t-Butoxycarbonyl)amino}propoxy]quinoline-8-carboxylic acid ethyl ester C(C)OC(=O)C=1C(=CC=C2C=CC=NC12)OCCCNC(=O)OC(C)(C)C